4-(trans-4-n-pentylcyclohexyl)cyclohexanone C(CCCC)[C@@H]1CC[C@H](CC1)C1CCC(CC1)=O